C1(CC1)C1=CC(=C(C=C1F)NC1=CC(=NC=C1C(=O)NOCC)NC1=NC=CC=N1)N(S(=O)(=O)C)C 4-((4-cyclopropyl-5-fluoro-2-(N-methylmethanesulfonamido)phenyl)amino)-N-ethoxy-6-(pyrimidin-2-ylamino)nicotinamide